ClC1=C(C=C(C=C1)C1=C(C=C(C=C1)C#CC1=CC=C(C=C1)CCCCC)F)F 4'-chloro-2,3'-difluoro-4-((4-pentylphenyl)ethynyl)-1,1'-biphenyl